N-[(1,1-dimethylethoxy)carbonyl]-1,2-ethylenediamine CC(C)(OC(=O)NCCN)C